BrC=1C=CNC1Br 4,5-dibromopyrrole